Cl.N1N=CC2=C(C=CC=C12)SC=1C(N(C(=NC1)N1CCC2(CCC[C@H]2N)CC1)C)=O (R)-5-((1H-indazole-4-yl)thio)-2-(1-amino-8-azaspiro[4.5]decan-8-yl)-3-methylpyrimidin-4(3H)-one hydrochloride